Zinc (II) hexabarium silver diperiodate I(=O)(=O)(=O)[O-].I(=O)(=O)(=O)[O-].[Ag].[Ba].[Ba].[Ba].[Ba].[Ba].[Ba].[Zn+2]